C[C@@]12CC(C[C@@](CC1)(N2)C)OC2=CC=C(N=N2)C2=NC=C(C=C2O)C=2C=NN(C2)C([2H])([2H])[2H] 2-(6-{[(1s,3r,5r)-1,5-dimethyl-8-azabicyclo[3.2.1]oct-3-yl]oxy}pyridazin-3-yl)-5-[1-(2H3)methyl-1H-pyrazol-4-yl]pyridin-3-ol